n-dodecaneal C(CCCCCCCCCCC)=O